7-(1H-pyrrol-2-yl)-5-(4-(trifluoromethyl)phenyl)-1,2,3,4-tetrahydroisoquinoline hydrochloride Cl.N1C(=CC=C1)C1=CC(=C2CCNCC2=C1)C1=CC=C(C=C1)C(F)(F)F